1-[(2R,3R,4S,5R)-3,4-dihydroxy-5-(hydroxymethyl)oxolan-2-yl]pyrimidine-2,4-dione O[C@H]1[C@@H](O[C@@H]([C@H]1O)CO)N1C(NC(C=C1)=O)=O